dimethylsilyl-(N-tertiary butylamino)(tetramethyl-cyclopentadienyl)titanium dichloride [Cl-].[Cl-].C[SiH](C)[Ti+2](C1(C(=C(C(=C1)C)C)C)C)NC(C)(C)C